FC1=C(C=CC(=C1)[N+](=O)[O-])N1CCN(CC1)C(=O)OC(C)(C)C tert-butyl [4-(2-fluoro-4-nitrophenyl)piperazin-1-yl]formate